1-[(3S)-3-[4-[3-Chloro-4-(tetrahydropyran-2-ylmethoxy)anilino]pyrido[3,2-d]pyrimidin-6-yl]oxypyrrolidin-1-yl]prop-2-en-1-one ClC=1C=C(NC=2C3=C(N=CN2)C=CC(=N3)O[C@@H]3CN(CC3)C(C=C)=O)C=CC1OCC1OCCCC1